C1(=CC=CC=C1)C(C(CCCC)C1=CC=CC=C1)C(C#N)C#N 2-(1,2-diphenylhexyl)malononitrile